((S)-2-(2-hydroxyphenyl)-5,6,6a,7,9,10-hexahydro-8H-pyrazino[1',2':4,5]pyrazino[2,3-c]pyridazin-8-yl)(3-(trifluoromethyl)piperazin-1-yl)methanone OC1=C(C=CC=C1)C=1C=C2C(=NN1)NC[C@@H]1N2CCN(C1)C(=O)N1CC(NCC1)C(F)(F)F